C(\C=C(/C)\CCC=C(C)C)N trans-geranyl-amine